ClC1=NC(=NC(=C1C1=CC=CC=C1)C1=CC=CC=C1)NS(=O)(=O)C1=CC=CC=C1 N-(4-chloro-5,6-diphenyl-pyrimidin-2-yl)benzenesulfonamide